OC[C@@H](C)NC(=O)C=1C=NC2=C(C=C(C=C2C1)OC)C1=CCC(CC1)C(F)(F)F N-((R)-1-hydroxypropan-2-yl)-6-methoxy-8-(4-(trifluoromethyl)cyclohex-1-en-1-yl)quinoline-3-carboxamide